BrC=1C(=NC(=NC1)NC1=C(C=C(C=C1)N1CCN(CC1)C)CC)NCCCNC(=O)C1CCOCC1 N-(3-((5-bromo-2-((2-ethyl-4-(4-methylpiperazin-1-yl)phenyl)amino)pyrimidin-4-yl)amino)propyl)tetrahydro-2H-pyran-4-carboxamide